BrC(C(=O)NC1=CC2=C(S1)CCCCC2)(F)F 2-(2-Bromo-2,2-difluoroacetylamino)-5,6,7,8-tetrahydro-4H-cyclohepta[b]thiophen